tert-Butyl 3-[7-({[tert-butyl(dimethyl)silyl]oxy}methyl)-2,3-dihydro-1H-inden-5-yl]-3-(1,4-dimethyl-1H-benzotriazol-5-yl)propanoate [Si](C)(C)(C(C)(C)C)OCC=1C=C(C=C2CCCC12)C(CC(=O)OC(C)(C)C)C1=C(C2=C(N(N=N2)C)C=C1)C